FC([C@@H]1CCC=2C(=NC=CC2C2=C(C=C(C=C2)F)F)O1)F (S)-2-(difluoromethyl)-5-(2,4-difluorophenyl)-3,4-dihydro-2H-pyrano[2,3-b]Pyridine